C(C)(C)(C)C1=C(C=CC(=C1)N)O 2-tert-butyl-4-aminophenol